ClC=1C=C2C(=CC(=NC2=CC1)C(F)(F)F)NCC1(CN(C1)CC=1N=C(NC1)C)C1=CC=C(C=C1)F 6-Chloro-N-((3-(4-fluorophenyl)-1-((2-methyl-1H-imidazol-4-yl)methyl)azetidin-3-yl)methyl)-2-(trifluoromethyl)quinolin-4-amine